(R)-1-methylpyrrolidin-3-ylamine CN1C[C@@H](CC1)N